C(C=C)[Ni]Br allylnickel bromide